O1C=C(C=C1)CNC [(furan-3-yl)methyl](methyl)amine